methyl 2-[4-[2,3-difluoro-4-(4,4,5,5-tetramethyl-1,3,2-dioxaborolan-2-yl)phenyl]-5-methyl-pyrazol-1-yl]acetate FC1=C(C=CC(=C1F)B1OC(C(O1)(C)C)(C)C)C=1C=NN(C1C)CC(=O)OC